FC=1C(=C(C=CC1)C=1SC[C@@H](N1)C1SC[C@@H](N1C)C(=O)O)O (4S)-2-((R)-2-(3-fluoro-2-hydroxyphenyl)-4,5-dihydrothiazol-4-yl)-3-methylthiazolidine-4-carboxylic acid